4-(5-methyl-benzyl-4-methyl-pyridin-4-yl)benzamide tert-butyl-(2S,4S)-2-[([3-[3,5-bis(trifluoromethyl)phenyl]phenyl]methyl)carbamoyl]4-fluoropyrrolidine-1-carboxylate C(C)(C)(C)OC(=O)N1[C@@H](C[C@@H](C1)F)C(NCC1=CC(=CC=C1)C1=CC(=CC(=C1)C(F)(F)F)C(F)(F)F)=O.CC=1C=CC=C(CC2=NC=CC(C2)(C)C2=CC=C(C(=O)N)C=C2)C1